methyl 1-(3-((5-chloro-2-fluoropyrimidin-4-yl)amino)phenyl)-2-oxopyrrolidine-3-carboxylate ClC=1C(=NC(=NC1)F)NC=1C=C(C=CC1)N1C(C(CC1)C(=O)OC)=O